O1[C@@H](CCC1)C1(CCC1)C(=O)OCC1=CC=CC=C1 Benzyl (S)-1-(tetrahydrofuran-2-yl)cyclobutane-1-carboxylate